2-((6-(difluoromethoxy)pyridin-3-yl)methyl)-6-(2-(2,2,2-trifluoroethoxy)pyrimidin-5-yl)pyridazin-3(2H)-one FC(OC1=CC=C(C=N1)CN1N=C(C=CC1=O)C=1C=NC(=NC1)OCC(F)(F)F)F